CN1C(=NC=C1/C=C/C(=O)C=1SC=CN1)C (E)-3-(1,2-dimethyl-1H-imidazol-5-yl)-1-(thiazol-2-yl)prop-2-en-1-one